4,4'-diaminobenzidine NC1(C=CC(C=C1)=C1C=CC(N)(C=C1)N)N